(R)-1-((1,4'-bipiperidin)-3-yl)-3-(4-phenoxyphenyl)-1H-pyrazolo(3,4-d)pyrimidin-4-amine N1(C[C@@H](CCC1)N1N=C(C=2C1=NC=NC2N)C2=CC=C(C=C2)OC2=CC=CC=C2)C2CCNCC2